methyl 1,3,5-benzenetricarboxylate C1(=CC(=CC(=C1)C(=O)[O-])C(=O)[O-])C(=O)OC